(1-hydroxymethyl)-propylmethacrylamide OCC(=C(C(=O)N)C)CCC